8-(2,4-dimethoxyphenyl)-2-[(4-{[2-(dimethylamino)ethyl](methyl)amino}phenyl)amino]-5-[2-(triisopropylsilyl)ethynyl]pyrido[2,3-d]pyrimidin-7-one COC1=C(C=CC(=C1)OC)N1C(C=C(C2=C1N=C(N=C2)NC2=CC=C(C=C2)N(C)CCN(C)C)C#C[Si](C(C)C)(C(C)C)C(C)C)=O